CC1=CC(=NC(=N1)C=1C=NN(C1)C)N1CC2(C=3C=NC(=CC31)NC(C)=O)CC2 N-(1'-(6-methyl-2-(1-methyl-1H-pyrazol-4-yl)pyrimidin-4-yl)-1',2'-dihydrospiro[cyclopropane-1,3'-pyrrolo[3,2-c]pyridin]-6'-yl)acetamide